2,6-difluoro-N-(2-methoxy-5-(4-(piperazine-1-yl)quinazoline-6-yl)pyridine-3-yl)-N-methylbenzenesulfonamide trifluoroacetate FC(C(=O)O)(F)F.FC1=C(C(=CC=C1)F)S(=O)(=O)N(C)C=1C(=NC=C(C1)C=1C=C2C(=NC=NC2=CC1)N1CCNCC1)OC